FC=1C=C(C=C(C1)F)C=1NC(=C(C1)C(=O)NCCN1CCN(CC1)C)C1=C(C=CC=C1)[N+](=O)[O-] (3,5-difluorophenyl)-N-(2-(4-methylpiperazin-1-yl)ethyl)-5-(2-nitrophenyl)Azole-4-carboxamide